α-chloroethyltrichlorosilane ClC(C)[Si](Cl)(Cl)Cl